S(N)(=O)(=O)C=1SC(=CN1)S(=O)(=O)Cl 2-sulfamoyl-1,3-thiazole-5-sulfonyl chloride